CC1=NC=CC(=C1)C1=C(C=NC(=C1)C)C(=O)OC methyl 2',6-dimethyl-(4,4'-bipyridine)-3-carboxylate